ClC=1C=C(C=CC1)[C@@H]1N(C[C@H](N(C1)C(C(C)(C)C)=O)C)C(C(=O)OCC(F)(F)F)=O 2,2,2-trifluoroethyl 2-[(2S,5R)-2-(3-chlorophenyl)-4-(2,2-dimethylpropanoyl)-5-methyl-piperazin-1-yl]-2-oxo-acetate